1,3,5-Trimethyl-2,4,6-triazine CC1=NC(=NC(=N1)C)C